2,5-DIHYDRO-5-OXO-2-FURANCARBOXALDEHYDE O=C1C=CC(O1)C=O